(Z)-oxacycloheptadec-11-en-2-one O1C(CCCCCCCC\C=C/CCCCC1)=O